N1CC(OCC1)C=O morpholine-2-carbaldehyde